C1(CCC1)NC(C[C@H](CCN(CC)CC)NC(=O)C1=NN(C(=C1)C1=C(C=CC=C1OC)OC)C1CCCC1)=O (3S)-N-cyclobutyl-3-{[1-cyclopentyl-5-(2,6-dimethoxyphenyl)-1H-pyrazol-3-yl]formamido}-5-(diethylamino)pentanamide